C(CC(=O)OCC)(=O)OC1=CCC(C1)(C)C 1-(4,4-dimethyl-1-cyclopenten-1-yl) ethyl malonate